N-ethyl-4-formyl-6-methyl-7-oxo-1-((2-(trimethylsilyl)ethoxy)methyl)-6,7-dihydro-1H-pyrrolo[2,3-c]pyridine-2-carboxamide C(C)NC(=O)C1=CC2=C(C(N(C=C2C=O)C)=O)N1COCC[Si](C)(C)C